ClCC(=O)C1N(CC(C1)(F)F)C1=CC=CC=C1 2-(2-chloroacetyl)-4,4-difluoro-1-[phenyl]pyrrolidine